(1S,3R,4S,5R)-3-((5-chloro-4-((R)-8-fluoro-2-(2-hydroxypropan-2-yl)-3-methyl-3,4-dihydro-5-oxa-1,2a-diazaacenaphthylen-6-yl)pyrimidin-2-yl)amino)-6,8-dioxabicyclo[3.2.1]octan-4-ol ClC=1C(=NC(=NC1)N[C@@H]1C[C@H]2CO[C@@H]([C@H]1O)O2)C2=C1OC[C@H](N3C(=NC(C(=C2)F)=C31)C(C)(C)O)C